3-bromo-4-(trifluoromethyl)benzoic acid-2,6-d BrC1=C(C(C(=O)O)=C(C=C1C(F)(F)F)[2H])[2H]